C(C)OC(=O)C=1C=NN(C1Br)C1CCOCC1 5-bromo-1-(Oxacyclohex-4-yl)pyrazole-4-carboxylic acid ethyl ester